benzyl (1,15-dihydroxypentadecan-8-yl)((1-methylpiperidin-4-yl)methyl)carbamate OCCCCCCCC(CCCCCCCO)N(C(OCC1=CC=CC=C1)=O)CC1CCN(CC1)C